11-methyl-1,9-diazatricyclo[6.3.1.04,12]dodeca-2,4(12),5,7-tetraene-2-carboxylic acid ethyl ester C(C)OC(=O)C=1N2C(CNC3=CC=CC(C1)=C23)C